3-(1,3-dimethyl-1H-indazol-5-yl)-N-(4-methoxybenzyl)-2,6-dimethylimidazo[1,2-b]pyridazin-8-amine CN1N=C(C2=CC(=CC=C12)C1=C(N=C2N1N=C(C=C2NCC2=CC=C(C=C2)OC)C)C)C